1-naphthalen-2-ylethanone C1=C(C=CC2=CC=CC=C12)C(C)=O